diphenylmethoxyphosphorus C1(=CC=CC=C1)C(O[P])C1=CC=CC=C1